CC1=C(C2=CC=CC=C2C=2C=CC=CC12)C(=O)OC Methyl 10-methylphenanthrene-9-carboxylate